C(C)(C)C1=C(NC2=CC=C(C=C12)C1CCN(CC1)CC1=C(N=CN1)C)C1=C2C(=NC=C1)NN=C2C 4-(3-isopropyl-5-(1-((4-methyl-1H-imidazol-5-yl)methyl)piperidin-4-yl)-1H-indol-2-yl)-3-methyl-1H-pyrazolo[3,4-b]pyridine